FC1=C(C=C2C=NN(C2=C1)C1=CC(=CC=C1)C(F)(F)F)C(=O)O 6-fluoro-1-(3-(trifluoromethyl)phenyl)-1H-indazole-5-carboxylic acid